5-bromo-2-amyl-2,3-dihydro-1H-indene BrC=1C=C2CC(CC2=CC1)CCCCC